3-bromo-5-((dimethylamino)methyl)-N-(3-((4-methoxybenzyl)oxy)-2,6-dimethylphenyl)-6-methylpyridin-2-amine BrC=1C(=NC(=C(C1)CN(C)C)C)NC1=C(C(=CC=C1C)OCC1=CC=C(C=C1)OC)C